4-[8-oxo-5-(4-piperazin-1-yl-phenyl)-6-thioxo-5,7-diazaspiro[3.4]oct-7-yl]-2-trifluoromethylbenzonitrile O=C1N(C(N(C12CCC2)C2=CC=C(C=C2)N2CCNCC2)=S)C2=CC(=C(C#N)C=C2)C(F)(F)F